6-(2-(4'-chloro-[1,1'-biphenyl]-3-yl)-2-hydroxyacetyl)-2-(1-(thiophen-2-yl)cyclopropyl)-5,6,7,8-tetrahydropyrido[4,3-d]pyrimidin-4(3H)-one ClC1=CC=C(C=C1)C1=CC(=CC=C1)C(C(=O)N1CC2=C(N=C(NC2=O)C2(CC2)C=2SC=CC2)CC1)O